C[Si](C1=CC=2NC3=CC(=CC=C3C2C=C1)[Si](C1=CC=CC=C1)(C1=CC=CC=C1)C)(C1=CC=CC=C1)C1=CC=CC=C1 2,7-bis(methyldiphenylsilyl)-9H-carbazole